N-(4-((6,7-dimethoxy-1,5-naphthyridin-4-yl)oxy)-3-fluorophenyl)-1-(4-methoxy-2-methylphenyl)-2-oxo-6-(trifluoromethyl)-1,2-dihydropyridine-3-carboxamide COC=1N=C2C(=CC=NC2=CC1OC)OC1=C(C=C(C=C1)NC(=O)C=1C(N(C(=CC1)C(F)(F)F)C1=C(C=C(C=C1)OC)C)=O)F